FC(C1=CC=C(C=C1)C=1C=CC(=C2C=CC=NC12)NC(C=C)=O)(F)F N-(8-(4-(trifluoromethyl)phenyl)quinolin-5-yl)acrylamide